CC1=CC(=NO1)CN1C(N(C2=NC=C(C=C21)C2=CC=CC=C2)C(C2=CC=CC=C2)(C2=CC=CC=C2)C2=CC=CC=C2)=O 1-((5-methylisoxazol-3-yl)methyl)-6-phenyl-3-trityl-1,3-dihydro-2H-imidazo[4,5-b]pyridin-2-one